C(#N)C=1C=NN2C1C(=CC(=C2)C=2C=NN(C2)C)C=2C=CC(=NC2)N2[C@@H]1CC3CC(C[C@@H]2C3)(C1)NC(C1=CN=C(C=C1)OC)=O N-((1R,3S,5s,7s)-2-(5-(3-cyano-6-(1-methyl-1H-pyrazol-4-yl)pyrazolo[1,5-a]pyridin-4-yl)pyridin-2-yl)-2-azaadamantan-5-yl)-6-methoxynicotinamide